CON(C(=O)C1=NC=NN1C)C N-methoxy-N,1-dimethyl-1H-1,2,4-triazole-5-carboxamide